8-(4-((2,6-dioxopiperidin-3-yl)carbamoyl)-3-fluorophenyl)oct-7-ynoic acid O=C1NC(CCC1NC(=O)C1=C(C=C(C=C1)C#CCCCCCC(=O)O)F)=O